3,6-dimethyl-2-tetrahydropyran-4-yl-quinoline-4-carbonitrile CC=1C(=NC2=CC=C(C=C2C1C#N)C)C1CCOCC1